C(C1CO1)C(C(CC1C(C)O1)C(=O)O)(C(=O)O)CC1CO1 diglycidyl-4,5-epoxyhexane-1,2-dicarboxylic acid